C(CCC)OC(CCCCCCC\C=C/CCCCCCCC)=O n-Butyloleat